thio-bis(3-methyl-6-butylphenol) S(C1=C(C(=CC=C1C)CCCC)O)C1=C(C(=CC=C1C)CCCC)O